ClC1=CC=C(OC(C(=O)O)C)C=C1 2-(4-chlorophenoxy)propanoic acid